5-oxo-5-(thiophen-2-yl)pentanhydrazide O=C(CCCC(=O)NN)C=1SC=CC1